COC1=NC=NC(=C1C1=CC=2C(=CN=C(C2)NC(=O)C2C(C2)CN2CCN(CC2)C)N1C)OC N-(2-(4,6-dimethoxypyrimidin-5-yl)-1-methyl-1H-pyrrolo[2,3-c]pyridin-5-yl)-2-((4-methylpiperazin-1-yl)methyl)cyclopropane-1-carboxamide